C(C)(=O)N1C[C@@H](CC1)CC(=O)O ((S)-1-acetyl-pyrrolidin-3-yl)-acetic acid